COC1=CC=C(C=C1)C1=NC2=CC=CC=C2C(=C1)C1(CC(C1)N)N (2-(4-methoxyphenyl)quinolin-4-yl)cyclobutane-1,3-diamine